C(C1=CC=CC=C1)OCCC1CC=2C(=C3CN(C(C3=CC2)=O)C2C(NC(CC2)=O)=O)OC1 3-(3-(2-(benzyloxy)ethyl)-7-oxo-3,4,7,9-tetrahydropyrano[2,3-e]isoindol-8(2H)-yl)piperidine-2,6-dione